2-(tert-butoxycarbonylamino)-2-(4-hydroxyphenyl)acetic acid C(C)(C)(C)OC(=O)NC(C(=O)O)C1=CC=C(C=C1)O